(+/-)-5-(3-ethyl-4-(2-(isopropylamino)-2-oxoethyl)piperazin-1-yl)-N-methyl-7-(trifluoromethyl)thieno[3,2-b]pyridine-3-carboxamide C(C)[C@@H]1CN(CCN1CC(=O)NC(C)C)C1=CC(=C2C(=N1)C(=CS2)C(=O)NC)C(F)(F)F |r|